FC1=CC=C(C=C1)C=1C=NC(=NC1)N1CCC(=CC1)C(=O)NO[C@H](C)C1=CNC(C(=C1)C(F)(F)F)=O (R)-1-(5-(4-fluorophenyl)pyrimidin-2-yl)-N-(1-(6-oxo-5-(trifluoromethyl)-1,6-dihydropyridin-3-yl)ethoxy)-1,2,3,6-tetrahydropyridine-4-carboxamide